6-chloroquinoline-2,4-dicarboxylic acid ClC=1C=C2C(=CC(=NC2=CC1)C(=O)O)C(=O)O